8-(1-(but-2-ynyl)piperidin-4-yl)-2-(4-phenoxyphenyl)-5,6,7,8-tetrahydroimidazo[1,2-b]pyridazine-3-carboxamide C(C#CC)N1CCC(CC1)C1C=2N(NCC1)C(=C(N2)C2=CC=C(C=C2)OC2=CC=CC=C2)C(=O)N